1-(2,5-difluorophenyl)ethanamine FC1=C(C=C(C=C1)F)C(C)N